CC=1C=2N(C=CC1)N=C(C2)[C@H]2N(CCC1=C2N=CN1)C=1OC2=C(N1)C=CC=C2 (S)-2-(4-(4-methylpyrazolo[1,5-a]pyridin-2-yl)-6,7-dihydro-1H-imidazo[4,5-c]pyridin-5(4H)-yl)benzo[d]oxazole